COCCNCCCC=C N-(2-METHOXYETHYL)PENT-4-EN-1-AMINE